2-((3R,4R,6R)-4-(3,4-Difluoro-2-methoxyphenyl)-6-methyl-6-(trifluoromethyl)tetrahydro-2H-pyran-3-yl)-5-(1,5-dimethyl-1H-1,2,3-triazol-4-yl)-1,6-naphthyridin-4(1H)-one FC=1C(=C(C=CC1F)[C@H]1[C@@H](CO[C@](C1)(C(F)(F)F)C)C=1NC2=CC=NC(=C2C(C1)=O)C=1N=NN(C1C)C)OC